COCC1=CC(=CS1)B1OC(C(O1)(C)C)(C)C 2-(5-(methoxymethyl)thiophen-3-yl)-4,4,5,5-tetramethyl-1,3,2-dioxaborolan